O=C1NC(CCC1N1C(C2=CC=CC(=C2C1=O)N1CCC(CC1)=O)=O)=O 2-(2,6-Dioxopiperidin-3-yl)-4-(4-oxopiperidin-1-yl)isoindoline-1,3-dione